[Cl-].CN1C=[N+](C=C1)C(CCCCCCCCCCCCCC)CCCCC 1-methyl-3-(eicosan-15-yl)-1H-imidazol-3-ium chloride